2-((trans)-3-azidocyclobutyl)-4-(trifluoromethyl)pyridine N(=[N+]=[N-])[C@@H]1C[C@H](C1)C1=NC=CC(=C1)C(F)(F)F